O=C1N(CC2=CC(=CC=C12)OC1C(CCC1)N1CCSCC1)C1C(NC(CC1)=O)=O 3-(1-oxo-5-((2-thiomorpholinocyclopentyl)oxy)isoindolin-2-yl)piperidine-2,6-dione